N-methyl-1-(4-methylbenzenesulfonyl)-1H-pyrrolo[2,3-b]pyridine-5-carboxamide CNC(=O)C=1C=C2C(=NC1)N(C=C2)S(=O)(=O)C2=CC=C(C=C2)C